(6-Chloro-4-((2-methoxyphenyl)amino)pyridin-2-yl)(isoindolin-2-yl)methanone ClC1=CC(=CC(=N1)C(=O)N1CC2=CC=CC=C2C1)NC1=C(C=CC=C1)OC